3-(5-(tert-butoxycarbonyl)-5,6,7,8-tetrahydro-4H-pyrazolo[1,5-a][1,4]diazepin-2-yl)propanoic acid C(C)(C)(C)OC(=O)N1CC=2N(CCC1)N=C(C2)CCC(=O)O